4-((3-((4-bromo-2,6-difluorobenzyl)oxy)-4-carbamoylisothiazol-5-yl)amino)-1H-pyrazol BrC1=CC(=C(COC2=NSC(=C2C(N)=O)NC=2C=NNC2)C(=C1)F)F